ON1C(C=2C(C1=O)=CC=CC2)=O N-Hydroxy-phthalimid